methyl 3'-bromo-4'-hydroxy-5'-iodo-[1,1'-biphenyl]-4-carboxylate BrC=1C=C(C=C(C1O)I)C1=CC=C(C=C1)C(=O)OC